sodium 2-(2,3-dihexylcyclopropyl)-2-oxoacetate C(CCCCC)C1C(C1CCCCCC)C(C(=O)[O-])=O.[Na+]